N1(N=CC=C1)C1=CC=C(C=C1)C#CC1=C2C=C(N=CC2=C(N=C1)NC)NC(=O)C1CC1 N-(5-((4-(1H-pyrazol-1-yl)phenyl)ethynyl)-8-(methylamino)-2,7-naphthyridin-3-yl)cyclopropanecarboxamide